3,3-dimethoxypropan-1-amine COC(CCN)OC